3-(5-amino-8-(1-methyl-6-oxo-1,6-dihydropyridazin-3-yl)-2-(((3-methylpyridin-2-yl)methyl)amino)-[1,2,4]triazolo[1,5-c]pyrimidin-7-yl)benzonitrile NC1=NC(=C(C=2N1N=C(N2)NCC2=NC=CC=C2C)C2=NN(C(C=C2)=O)C)C=2C=C(C#N)C=CC2